1-((R)-3-((S)-4,7-difluoro-7-isopropyl-5,6,7,8-tetrahydroacridine-2-carboxamido)-3-(4-(5-fluoro-6-hydroxypyridin-3-yl)phenyl)propyl)piperidine-4-carboxylic acid FC1=CC(=CC2=CC=3C[C@@](CCC3N=C12)(C(C)C)F)C(=O)N[C@H](CCN1CCC(CC1)C(=O)O)C1=CC=C(C=C1)C=1C=NC(=C(C1)F)O